BrC=1C=C(C=CC1F)NC(=NO)C1=NON=C1SCC(=O)N1[C@@H](CCC1)CO N-(3-bromo-4-fluorophenyl)-N'-hydroxy-4-({2-[(2S)-2-(hydroxymethyl)pyrrolidin-1-yl]-2-oxoethyl}sulfanyl)-1,2,5-oxadiazole-3-carboximidamide